C(CC)C1C2=CC=CC=C2C=2C=CC=C(C12)[Hf]C1=CC=CC=2C3=CC=CC=C3C(C12)CCC bis(9-n-propyl-fluorenyl)hafnium